C(C)(C)N1C(=NN=C1)C1=CC=CC(=N1)N1C(N(CC1)C1=CC=C(C(=O)N2CC(C2)C#N)C=C1)=O 1-(4-(3-(6-(4-isopropyl-4H-1,2,4-triazol-3-yl)pyridin-2-yl)-2-oxoimidazolidin-1-yl)benzoyl)azetidine-3-carbonitrile